(1-(2-Chloro-5-((1-(1-methylazetidin-3-yl)-1H-pyrazol-4-yl)ethynyl)pyridin-4-yl)-4-methylpiperidin-4-yl)methanol docosanyl-hexadecanoate C(CCCCCCCCCCCCCCCCCCCCC)C(C(=O)OCC1(CCN(CC1)C1=CC(=NC=C1C#CC=1C=NN(C1)C1CN(C1)C)Cl)C)CCCCCCCCCCCCCC